4-(4-chlorophenoxy)butyric acid ClC1=CC=C(OCCCC(=O)O)C=C1